bis(aminophenoxybenzoyl)benzene NC=1C(=C(C(=O)C2=C(C=CC=C2)C(C2=C(C(=CC=C2)N)OC2=CC=CC=C2)=O)C=CC1)OC1=CC=CC=C1